ClC1=CC2=C(NC(=N2)N2N=C(C(=C2O)CCC2=CC=C(C=C2)F)C2CCNCC2)C=C1 1-(5-chloro-1H-1,3-benzodiazol-2-yl)-4-[2-(4-fluorophenyl)ethyl]-3-(piperidin-4-yl)-1H-pyrazol-5-ol